2-(3,5-Difluorophenoxy)-5H-pyrrolo[3,2-d]pyrimidin-7-amine FC=1C=C(OC=2N=CC3=C(N2)C(=CN3)N)C=C(C1)F